ClC1=NC(=C(C2=CC3=C(C=C12)N(N=C3)C3OCCCC3)C3=CC=C(C=C3)F)C3CCOCC3 8-chloro-5-(4-fluorophenyl)-1-tetrahydropyran-2-yl-6-tetrahydropyran-4-yl-pyrazolo[4,3-g]isoquinoline